1-[(2,3-dihydro-1H-inden-5-yl)sulfonyl]-4-piperidinecarboxamide C1CCC2=CC(=CC=C12)S(=O)(=O)N1CCC(CC1)C(=O)N